1-[2-(4-methylphenyl)-2-oxoethyl]Pyridine iodide [I-].CC1=CC=C(C=C1)C(CN1CC=CC=C1)=O